C(CCC)(=O)OC=1C(=NC(=CC1)C=1N=NN(C1COS(=O)(=O)C)C)CC (S)-1-(2-ethyl-6-(1-methyl-5-(((methylsulfonyl) oxy) methyl)-1H-1,2,3-triazol-4-yl) pyridin-3-yl) butyrate